tert-butyl 1-(5-(trifluoromethyl)pyrimidin-2-yl)piperidin-4-ylcarbamate FC(C=1C=NC(=NC1)N1CCC(CC1)NC(OC(C)(C)C)=O)(F)F